FC=1C=C(C=CC1F)NC(C(F)(F)F)=O N-(3,4-difluorophenyl)-2,2,2-trifluoroacetamide